ClC1=CC=C(C(C)N)C=C1 4-chloro-α-methylbenzylamine